N1-(2,2-difluoroethyl)-6-(1-methylpiperidin-4-yl)benzene-1,2,3-triamine FC(CNC1=C(C(=CC=C1C1CCN(CC1)C)N)N)F